C(CCCCCCCCCC)ON(C([O-])=O)C1=CC=CC=C1.C(C)(C)(C)OC1=CC=C(C=C1)[S+](C1=CC=CC=C1)C1=CC=C(C=C1)OC(C)(C)C bis(p-tert-butoxyphenyl)phenyl-sulfonium (undecyloxy)phenylcarbamate